NCCNS(=O)(=O)NC=1C=C(C=CC1)N1C(N(C(C=2C1=C(C(N(C2NC2=C(C=C(C=C2)I)F)C)=O)C)=O)C2CC2)=O 1-[3-(2-aminoethylsulfamoylamino)phenyl]-3-cyclopropyl-5-(2-fluoro-4-iodo-anilino)-6,8-dimethyl-pyrido[4,3-d]pyrimidine-2,4,7-trione